C1(CCCC1)CCC#N (R)-3-cyclopentylpropionitrile